FC1=CC=C(C=C1)[C@H]1C[C@@H](CO1)C1=NOC(=N1)CN1C=NC2=C(C1=O)C=CC=N2 3-((3-((3R,5R)-5-(4-fluorophenyl)tetrahydro-furan-3-yl)-1,2,4-oxadiazol-5-yl)methyl)pyrido[2,3-d]pyrimidin-4(3H)-one